(R)-1-cyano-N-(4-(3-cyanophenyl)oxazol-2-yl)-3-fluoropiperidine-3-carboxamide C(#N)N1C[C@](CCC1)(C(=O)NC=1OC=C(N1)C1=CC(=CC=C1)C#N)F